(8Z)-8-pentadecene CCCCCCC\C=C/CCCCCC